1-(2-fluorobenzyl)-N-((3s,4s)-3-fluoropiperidin-4-yl)cyclopropane-1-carboxamide tert-Butyl-N-(1-chloro-6,7-dihydro-5H-cyclopenta[c]pyridin-6-yl)carbamate C(C)(C)(C)OC(NC1CC2=C(C(=NC=C2)Cl)C1)=O.FC1=C(CC2(CC2)C(=O)N[C@@H]2[C@H](CNCC2)F)C=CC=C1